C(C)S(=C([NH3+])SSC(=S(CC)(CC)(CC)CC)[NH3+])(CC)(CC)CC tetraethylammoniumthiocarbonyl disulfide